BrC(C(=O)OC)C1=C(C=CC=C1OC)F methyl 2-bromo-2-(2-fluoro-6-methoxyphenyl)acetate